7-(2,4-Dichlorophenoxyacetoxy)-2'-methylisoflavone ClC1=C(OCC(=O)OC2=CC=C3C(C(=COC3=C2)C2=C(C=CC=C2)C)=O)C=CC(=C1)Cl